tert-butyl-(((R)-2-((3E,7E)-13-fluoro-4,8,12-trimethyltridecan-3,7,11-trien-1-yl)-2,5,7,8-tetramethylchroman-6-yl)oxy)dimethylsilane C(C)(C)(C)[Si](C)(C)OC=1C(=C2CC[C@@](OC2=C(C1C)C)(C)CC\C=C(\CC\C=C(\CCC=C(CF)C)/C)/C)C